FC1=C(N=CC2=C1N=C(N=C2N2CC1CCC(C2)N1C(=O)OC(C)(C)C)SC)C1=CC(=CC2=CC=CC=C12)OCOC tert-butyl 3-[8-fluoro-7-[3-(methoxymethoxy)-1-naphthyl]-2-methylsulfanyl-pyrido[4,3-d]pyrimidin-4-yl]-3,8-diazabicyclo[3.2.1]octane-8-carboxylate